C1(=CC=CC=C1)C(C#CCCCCCCCC)(C(=O)O)C(=O)O phenyl-undecynedicarboxylic acid